6-fluoro-2,4,8,10-tetra-tert-butyl-12-methyl-dibenzo[d,g]-1,3,2-dioxaphosphocin FP1OC2=C(C(C3=C(O1)C(=CC(=C3)C(C)(C)C)C(C)(C)C)C)C=C(C=C2C(C)(C)C)C(C)(C)C